2-((4-fluorophenyl)amino)-N-((S)-3-oxo-1-((S)-2-oxopyrrolidin-3-yl)-4-(trifluoromethoxy)butan-2-yl)acetamide FC1=CC=C(C=C1)NCC(=O)N[C@@H](C[C@H]1C(NCC1)=O)C(COC(F)(F)F)=O